FC=1C=C(C=CC1CN1CCC(CC1)S(=O)(=O)C)C1=CC=2C(=NC=C3C2N(C(N3C)=O)C3=CC=CC=C3)N1 7-(3-fluoro-4-((4-(methylsulfonyl)piperidin-1-yl)methyl)phenyl)-3-methyl-1-phenyl-3,6-dihydroimidazo[4,5-d]pyrrolo[2,3-b]pyridin-2(1H)-one